[Si](C)(C)(C(C)(C)C)O[C@@H](CCO)C#C\C=C/C#C[C@H](C\C=C/CC)O[Si](C)(C)C(C)(C)C (3S,6Z,10S,12Z)-3,10-bis{[tert-butyl(dimethyl)silyl]oxy}pentadeca-6,12-diene-4,8-diyn-1-ol